Cl.C1(=CC=CC=C1)C1NC2=CC=C(C=C2C1)NC(=O)NCC1=CC=NC=C1 N-(2-phenyl-2,3-dihydro-1H-indol-5-yl)-N'-[(pyridin-4-yl)methyl]urea hydrogen chloride salt